ClC1=C2COC(C2=CC=C1C=O)=O 4-chloro-1-oxo-1,3-dihydroisobenzofuran-5-carbaldehyde